FC(C(=O)O)(F)F.N1CCC(CC1)C(=O)N1OCC[C@H]1C=1C=C(C=NC1)C#N 5-[(3S)-2-(piperidine-4-carbonyl)isoxazolidin-3-yl]Pyridine-3-carbonitrile trifluoroacetate